ClC=1C=C(C=CC1)C1(NC(NC=C1)=O)C1CCCC1 4-(3-chlorophenyl)-4-cyclopentylpyrimidin-2(1H)-one